[Si](C)(C)(C(C)(C)C)OCCCOC=1C=2C3=C(NC2C(=C(C1)Cl)Cl)CCNC(C3C)=O 10-(3-((tert-butyldimethylsilyl)oxy)propoxy)-7,8-dichloro-1-methyl-3,4,5,6-tetrahydroazepino[4,5-b]indol-2(1H)-one